[N-](S(=O)(=O)C(F)(F)F)S(=O)(=O)C(F)(F)F.C(C=C)N1CN(C=C1)C 1-allyl-3-methylimidazole bis(trifluoromethylsulfonyl)imide salt